(S)-2-amino-4-((1-(8-chloro-2-(5-fluoropyridin-3-yl)-1,1-dihydroxy-2H-benzo[e][1,2]thiazin-3-yl)ethyl)amino)-6-methylpyrimidine-5-carbonitrile NC1=NC(=C(C(=N1)N[C@@H](C)C=1N(S(C2=C(C1)C=CC=C2Cl)(O)O)C=2C=NC=C(C2)F)C#N)C